C12N(CC(NC1)CC2)CC=2C=C1CN(CC1=CC2)C2C(NC(CC2)=O)=O 5-((2,5-diazabicyclo[2.2.2]octan-2-yl)methyl)-2-(2,6-dioxopiperidin-3-yl)isoindoline